OC1=C2[C@H]3[C@H](C(OC2=CC(=C1)C(C)(CCCCCC)C)(C)C)CC=C(C3)C(=O)OC Methyl (6aR,10aR)-1-hydroxy-6,6-dimethyl-3-(2-methyloctan-2-yl)-6a,7,10,10a-tetrahydro-6H-benzo[c]chromene-9-carboxylate